S(=O)(=O)([O-])[O-].[Ca+2] calcium sulfoate